C(C)(=O)C1=C(C=C(C=C1)Cl)C1=CC(NN=C1OCCO)=O 5-(2-acetyl-5-chlorophenyl)-6-(2-hydroxyethoxy)pyridazine-3(2H)-one